N-(2,5-dioxotetrahydrofuran-3-yl)carboxamide O=C1OC(CC1NC=O)=O